N-(4-(1-ethyl-3-(2-fluorophenyl)-1H-pyrazol-4-yl)-7-methoxyquinazolin-6-yl)-3-oxabicyclo[3.1.0]hexane-1-carboxamide C(C)N1N=C(C(=C1)C1=NC=NC2=CC(=C(C=C12)NC(=O)C12COCC2C1)OC)C1=C(C=CC=C1)F